BrC(C(=O)OC(C)(C)C)C[C@H](C)OC(F)F tert-butyl (4S)-2-bromo-4-(difluoromethoxy)-pentanoate